CC1OCCC(O1)=O 2-methyl-1,3-dioxan-4-one